FC1=C(C=CC=C1)C(CC(C(=O)OCC)C=O)=O ethyl 4-(2-fluorophenyl)-2-formyl-4-oxobutyrate